C[SiH](C)C1=C(C(=C(C=C1)[SiH](C)C)N(CC)CC)CC[SiH2]CNCCC[Si](OC)(OC)OC dimethylsilyl-2-(diethylamino)(trimethoxysilylpropylamino)methylsilylethyldimethylsilylbenzene